3-cyclopropyl-7-(5-fluoro-2-(((3S,4R)-3-hydroxytetrahydro-2H-pyran-4-yl)amino)pyrimidin-4-yl)-1-isopropyl-2-methylquinolin-4(1H)-one C1(CC1)C1=C(N(C2=CC(=CC=C2C1=O)C1=NC(=NC=C1F)N[C@H]1[C@@H](COCC1)O)C(C)C)C